tert-butyl-2-((1S,2S,3R,6S,8S)-2-(aminomethyl)tricyclo[4.2.1.03,8]nonan-2-yl)acetate C(C)(C)(C)OC(C[C@]1([C@@H]2[C@H]3C[C@H](CC[C@@H]13)C2)CN)=O